BrC=1C=NN(C1C)CC1(CC1)C#N 1-((4-bromo-5-methyl-1H-pyrazol-1-yl)methyl)cyclopropane-1-carbonitrile